COC=1C=C2CCN(CC2=CC1NC1=NC2=CC(=CC=C2C=N1)NC1C2COCC12)C N~2~-(6-methoxy-2-methyl-1,2,3,4-tetrahydroisoquinolin-7-yl)-N~7~-(3-oxabicyclo[3.1.0]hexan-6-yl)quinazoline-2,7-diamine